C(C=C)(=O)N1C[C@H](O[C@@H](C1)C1=CC(=NC(=C1)C1=NC=NC(=C1)C(NC)=O)Cl)CN(C(OCC1C2=CC=CC=C2C=2C=CC=CC12)=O)C trans-(9H-fluoren-9-yl)methyl ((4-acryloyl-6-(2-chloro-6-(6-(methylcarbamoyl)pyrimidin-4-yl)pyridin-4-yl)morpholin-2-yl)methyl)(methyl)carbamate